COC1=CC=C(C=C1)/C=C/C(=O)NCCCC[C@H](NC(\C(=C\C)\C)=O)C(=O)OC methyl N6-((E)-3-(4-methoxyphenyl)acryloyl)-N2-((E)-2-methylbut-2-enoyl)lysinate